NC1=C(C=C2C(=N1)C=C(N2)C(=O)N([C@@H]2CCCC=1C=CC=NC21)CC2=NC=C(C=C2)C2=C(C(=C(C(=C2F)F)F)F)F)C (R)-5-amino-6-methyl-N-((5-(perfluorophenyl)pyridin-2-yl)methyl)-N-(5,6,7,8-tetrahydroquinolin-8-yl)-1H-pyrrolo[3,2-b]pyridine-2-carboxamide